CN(C1=CC=C(C(=O)[O-])C=C1)C 4-(dimethylamino)benzoate